1-(6-Bromohexyl)-1,3,5,7-tetraazaadamantan-1-ium bromide [Br-].BrCCCCCC[N+]12CN3CN(CN(C1)C3)C2